FC=1C=C(C=C(C1CN[C@H]1COCC1)OC)C=1C(=C(C=CC1)C1=C(C(=CC=C1)NC(=O)C=1C(N(C(NC1)=O)C)=O)C)C (R)-N-(3''-fluoro-5''-methoxy-2,2'-dimethyl-4''-(((tetrahydrofuran-3-yl)amino)methyl)-[1,1':3',1''-terphenyl]-3-yl)-3-methyl-2,4-dioxo-1,2,3,4-tetrahydropyrimidine-5-carboxamide